[OH-].C(CCC)[NH+](CCCC)CCCC tri-n-butylammonium hydroxide